C(C)(C)(C)OC(N(CCCNCCC1=CC(=CC=C1)OC1=CC=CC=C1)C)=O.CC(CCNCCC1=CC(=CC=C1)OC1=CC=CC=C1)N methyl-N3-(3-phenoxyphenethyl)propane-1,3-diamine tert-butyl-methyl(3-((3-phenoxyphenethyl)amino)propyl)carbamate